C(C)OC(\C=C\C1=NC(=NC(=C1CC1=C(C=CC=C1)OC)Cl)N)=O (E)-3-(2-amino-6-chloro-5-(2-methoxybenzyl)pyrimidin-4-yl)acrylic acid ethyl ester